1-(2,4-Dimethylphenyl)-5-methyl-N-(chinolin-2-yl)-1H-1,2,3-triazol-4-carboxamid CC1=C(C=CC(=C1)C)N1N=NC(=C1C)C(=O)NC1=NC2=CC=CC=C2C=C1